COC=1C=C2CCN(CC2=CC1NC1=NC=2C=C(C=C(C2C=N1)N)OC=1C=C2CCNCC2=CC1)C N~2~-(6-methoxy-2-meth-yl-1,2,3,4-tetrahydroisoquinolin-7-yl)-7-[(1,2,3,4-tetrahydroisoquinolin-6-yl)-oxy]quinazoline-2,5-diamine